[N-]=[N+]=[N-].[Na+].FC(C(=O)N(C1=CC=C(C=C1)C1=CC=C(C=N1)C(=O)NCC=1C=NC=CC1)CC(C)C)F 6-[4-[(2,2-Difluoroacetyl)-isobutyl-amino]phenyl]-N-(3-pyridylmethyl)pyridine-3-carboxamide Sodium azide